C1C(CC2=CC=CC=C12)NC1=NC=C(C=N1)B1OC(C(O1)(C)C)(C)C N-(2,3-dihydro-1H-inden-2-yl)-5-(tetramethyl-1,3,2-dioxaborolan-2-yl)pyrimidin-2-amine